C(C1=CC=CC=C1)OC=1C=C(C(=O)OC=2C=C(C(=O)OC=3C=C(C(=O)OC=4C=C(C(=O)OC5CCCCC5)C=C(C4O)O)C=C(C3O)O)C=CC2O)C=C(C1O)O cyclohexyl 3-((3-((3-((3-(benzyloxy)-4,5-dihydroxybenzoyl) oxy)-4-hydroxybenzoyl) oxy)-4,5-dihydroxybenzoyl) oxy)-4,5-dihydroxybenzoate